3-(4-fluoro-6-(hydroxymethyl)-1-oxoisoindolin-2-yl)piperidine FC1=C2CN(C(C2=CC(=C1)CO)=O)C1CNCCC1